BrC=1C=C2C(=NC1Br)OCC2(C)C 5,6-dibromo-3,3-dimethyl-2,3-dihydrofuro[2,3-b]pyridine